tert-butyl 3-(5-amino-6-cyano-2-pyridyl)imidazolidine-1-carboxylate NC=1C=CC(=NC1C#N)N1CN(CC1)C(=O)OC(C)(C)C